methyl 2-amino-5-chlorobenzoate NC1=C(C(=O)OC)C=C(C=C1)Cl